ClC1=NN2C(N=CC3=C2C(CC3C(=O)NC3=NC(=C(C(=C3)C(F)F)C3=NNC=C3)OC)(C)C)=C1 2-chloro-N-(4-(difluoromethyl)-6-methoxy-5-(1H-pyrazol-3-yl)-pyridin-2-yl)-8,8-dimethyl-7,8-dihydro-6H-cyclopenta[e]pyrazolo[1,5-a]pyrimidine-6-carboxamide